NC1=NC=CC=C1C1=NC=2C(=NC(=CC2)C2=C(C=CC=C2)F)N1C1=CC=C(C=C1)CNC(CC1=CC(=C(C=C1)C=O)O)=O N-({4-[2-(2-aminopyridin-3-yl)-5-(2-fluorophenyl)imidazo[4,5-b]pyridin-3-yl]phenyl}methyl)-2-(4-formyl-3-hydroxyphenyl)acetamide